ClC1=C(OCC2=NC=CC=C2C)C=CC=C1 2-((2-chlorophenoxy)methyl)-3-methylpyridine